The molecule is a steroid glucuronide anion that is the conjugate base of lithocholic acid 24-O-(beta-D-glucuronide) arising from deprotonation of the carboxylic acid function; major species at pH 7.3. It is a steroid glucosiduronic acid anion, a beta-D-glucosiduronate and a monocarboxylic acid anion. It is a conjugate base of a lithocholic acid 24-O-(beta-D-glucuronide). C[C@H](CCC(=O)O[C@H]1[C@@H]([C@H]([C@@H]([C@H](O1)C(=O)[O-])O)O)O)[C@H]2CC[C@@H]3[C@@]2(CC[C@H]4[C@H]3CC[C@H]5[C@@]4(CC[C@H](C5)O)C)C